FC1=C(CN2N=NC(=C2)C2=CC=CC(=N2)C(C)=O)C=C(C=C1)OC(F)(F)F 1-(6-(1-(2-fluoro-5-(trifluoromethoxy)benzyl)-1H-1,2,3-triazol-4-yl)pyridin-2-yl)ethan-1-one